ClC=1C(=NC=CC1)C(C)(C)NC1=NC=C(C=N1)C=1C=C(C(=NC1)OC)C#N 5-(2-{[1-(3-chloro(2-pyridyl))-isopropyl]amino}pyrimidin-5-yl)-2-methoxypyridine-3-carbonitrile